CC=1C=CC2=C(C3=CC=CC=C3C=C2C1)OC(=O)C1C(CC=CC1)C(=O)O 3-methyl-9-[2-carboxy(4-cyclohexenyl)]carbonyloxyanthracene